O[C@@H]1C[C@H](NC1)C(=O)O (2S,4R)-4-Hydroxyprolin